pentafluorobenzenesulphonate FC1=C(C(=C(C(=C1S(=O)(=O)[O-])F)F)F)F